3-bromo-5-(4-tolyl)-1-methylpyrrole BrC1=CN(C(=C1)C1=CC=C(C=C1)C)C